NC1(CN(CCC1)C1=CN=C(C=C1C(=O)OC)C1=CC(=C(C=C1)F)F)C(C(F)F)F methyl 5-(3-amino-3-(1,2,2-trifluoroethyl)piperidin-1-yl)-2-(3,4-difluorophenyl)isonicotinate